[N+](=O)([O-])C1=C2C=CC=NC2=C(C=C1)OCOC(=O)N[C@H](C(=O)OC)CC1=CC=CC=C1 methyl (S)-2-(((5-nitroquinolin-8-yloxy)methoxy)formamido)-3-phenylpropionate